4-(2-bromo-1-((2-(trimethylsilyl)ethoxy)methyl)-1H-imidazol-5-yl)pyridine BrC=1N(C(=CN1)C1=CC=NC=C1)COCC[Si](C)(C)C